FC(CNC(=O)C1=CN=C2N1C=C(C=C2)C2=CNC1=NC=C(C=C12)C=1C=NC=CC1)F N-(2,2-difluoroethyl)-6-(5-(pyridin-3-yl)-1H-pyrrolo[2,3-b]pyridin-3-yl)imidazo[1,2-a]pyridine-3-carboxamide